ethyl para-toluate C1(=CC=C(C=C1)C(=O)OCC)C